(S)-4-(5-(3-((2-((S)-3-carboxybutanoyl)-6-ethyl-benzo[b]thiophen-5-yl)oxy)propoxy)-6-methoxy-isoindolin-2-yl)-2-methyl-4-oxobutanoic acid C(=O)(O)[C@H](CC(=O)C1=CC2=C(S1)C=C(C(=C2)OCCCOC=2C=C1CN(CC1=CC2OC)C(C[C@@H](C(=O)O)C)=O)CC)C